(2R,3S,4S)-4-hydroxy-2-[(4-methoxyphenyl)methyl]pyrrolidin-3-yl N-[2-(3,5-dimethylpyrazol-1-yl)ethyl]carbamate CC1=NN(C(=C1)C)CCNC(O[C@H]1[C@H](NC[C@@H]1O)CC1=CC=C(C=C1)OC)=O